COC1CC(N(C1)C(=O)N1CC2=C(C=C(C=C2CC1)C=1C=C2C(=NC1)NC=C2C)[C@H]2NCCOC2)(C)C (4-methoxy-2,2-dimethylpyrrolidin-1-yl)(6-(3-methyl-1H-pyrrolo[2,3-b]pyridin-5-yl)-8-((R)-morpholin-3-yl)-3,4-dihydroisoquinolin-2(1H)-yl)methanone